1-(4,6-Diisopropylpyrimidin-5-yl)-4-[(2R,6S)-2,6-dimethyl-4-prop-2-enoyl-piperazin-1-yl]-6-fluoro-7-(2-fluorophenyl)pyrido[2,3-d]pyrimidin-2-one C(C)(C)C1=NC=NC(=C1N1C(N=C(C2=C1N=C(C(=C2)F)C2=C(C=CC=C2)F)N2[C@@H](CN(C[C@@H]2C)C(C=C)=O)C)=O)C(C)C